(S)-4-(4-acryloyl-2-methylpiperazin-1-yl)-6,7-dichloro-1-(2-isopropyl-6-methylphenyl)pyrido[2,3-d]pyrimidin-2(1H)-one C(C=C)(=O)N1C[C@@H](N(CC1)C=1C2=C(N(C(N1)=O)C1=C(C=CC=C1C)C(C)C)N=C(C(=C2)Cl)Cl)C